tert-butyl 4-[(5-bromo-2-pyridyl)oxy]piperidine-1-carboxylate BrC=1C=CC(=NC1)OC1CCN(CC1)C(=O)OC(C)(C)C